ClC=1N=C2C(=NC1)NC=C2C2=NC(=C(C(=N2)NC2C(C1CCC2CC1)C(=O)OC)F)C=1OC=CC1 (+/-)-trans-methyl 3-((2-(2-chloro-5H-pyrrolo[2,3-b]pyrazin-7-yl)-5-fluoro-6-(furan-2-yl)pyrimidin-4-yl)amino)bicyclo[2.2.2]octane-2-carboxylate